[S-2].[Ta+5].[Ni+2] nickel-tantalum sulfide